N1(CCNCC1)C=1C(=C(C=CC1)B(O)O)OCC piperazinyl-ethoxyphenyl-boronic acid